ClC1=C2N=CNC2=NC=N1 6-chloro-9H-purine